BrC=1C(OC2=CC(=CC=C2C1)O[Si](C(C)C)(C(C)C)C(C)C)(C)C ((3-bromo-2,2-dimethyl-2H-chromen-7-yl)oxy)triisopropylsilane